N-[5-[1-(2,2-Difluoroethyl)pyrazol-4-yl]-4-fluoro-2-methylphenyl]-6-methoxypyrazolo[1,5-a]pyridine-3-carboxamide FC(CN1N=CC(=C1)C=1C(=CC(=C(C1)NC(=O)C=1C=NN2C1C=CC(=C2)OC)C)F)F